5-(6-(dimethylamino)naphthalen-2-yl)thiophene-2-carbaldehyde CN(C=1C=C2C=CC(=CC2=CC1)C1=CC=C(S1)C=O)C